C(C)OCOC1=C(C=CC(=C1)C#CC(F)(F)F)C1=C(C=C(N=N1)N[C@H]1CN(CCC1)C(=O)OC(C)(C)C)C tert-butyl (R)-3-((6-(2-(ethoxymethoxy)-4-(3,3,3-trifluoroprop-1-yn-1-yl)phenyl)-5-methylpyridazin-3-yl)amino)piperidine-1-carboxylate